tetrahexyl 3,3',3'',3'''-((((6-((4-hydroxybutyl)amino)-1,3,5-triazine-2,4-diyl)bis(azanediyl))bis(propane-3,1-diyl))bis(azanetriyl))tetrapropionate OCCCCNC1=NC(=NC(=N1)NCCCN(CCC(=O)OCCCCCC)CCC(=O)OCCCCCC)NCCCN(CCC(=O)OCCCCCC)CCC(=O)OCCCCCC